C[C@H]1CC(C=2[C@H](CC[C@H](CC12)C(=C)C)C)=O (3S,5R,8S)-3,8-dimethyl-5-(prop-1-en-2-yl)-3,4,5,6,7,8-hexahydroazulen-1(2H)-one